Cyano-N-iso-pentyl-4-morpholino-1H-benzo[d]imidazole-1-carboxamide C(#N)C1=NC2=C(N1C(=O)NCCC(C)C)C=CC=C2N2CCOCC2